C(CCCCCCCCCCC)(=O)[O-].C(CCCCCCCCCCC)(=O)[O-].C(CCCCCCCCCCC)(=O)[O-].C(C1=CC=CC=C1)[Sn+3] benzyltin trilaurate